phenyl-n-butyl-tellurium C1(=CC=CC=C1)[Te]CCCC